ClC1=C(OC=2C(=NC3=CC=CC=C3N2)C(=O)NC2=CC(=CC=C2)S(N)(=O)=O)C=CC(=C1)OC 3-(2-chloro-4-methoxyphenoxy)-N-(3-sulfamylphenyl)quinoxaline-2-carboxamide